CN([C@@H](C)C(=O)O)C1=NN2C(C(=NC(=C2)C2=CC=C(C=C2)Cl)C=2C=NN(C2)C)=N1 methyl-(6-(4-chlorophenyl)-8-(1-methyl-1H-pyrazol-4-yl)-[1,2,4]triazolo[1,5-a]pyrazin-2-yl)-L-alanine